di((Z)-octadec-9-en-1-yl) 2,3-bis(((4-(dimethylamino)butyl)carbamothioyl)-oxy)succinate CN(CCCCNC(=S)OC(C(=O)OCCCCCCCC\C=C/CCCCCCCC)C(C(=O)OCCCCCCCC\C=C/CCCCCCCC)OC(NCCCCN(C)C)=S)C